3-{4-[(6-Chloro-2-{4-[4-(3-methoxypropyl)piperazin-1-yl]phenyl}-3H-imidazo[4,5-b]pyridin-7-yl)amino]piperidin-1-yl}propanenitrile ClC=1C(=C2C(=NC1)NC(=N2)C2=CC=C(C=C2)N2CCN(CC2)CCCOC)NC2CCN(CC2)CCC#N